4-[[(2S,3s,4r,5s)-3-(3,4-difluoro-2-methoxy-phenyl)-4,5-dimethyl-5-(trifluoromethyl)tetrahydrofuran-2-carbonyl]amino]-3-fluoro-pyridine-2-carboxamide FC=1C(=C(C=CC1F)[C@H]1[C@H](O[C@@]([C@@H]1C)(C(F)(F)F)C)C(=O)NC1=C(C(=NC=C1)C(=O)N)F)OC